C(C)C12CC3(CC(CC(C1)(C3)C3=CC=CC=C3)C2)C(=O)O 3-ethyl-5-phenyladamantane-1-carboxylic acid